(S)-2-(1-acryloylpiperidin-2-yl)-1-amino-4-(4-((5-chloropyridin-2-yl)carbamoyl)phenyl)-1H-imidazole-5-carboxamide C(C=C)(=O)N1[C@@H](CCCC1)C=1N(C(=C(N1)C1=CC=C(C=C1)C(NC1=NC=C(C=C1)Cl)=O)C(=O)N)N